COC(C=1C(NC)=CC=CC1)=O methyl-n-methylanthranilate